N1CC(C1)N1CCCC1 Azetidin-3-yl-pyrrolidine